ClC1=NC=C(C(=N1)C(=O)[O-])C 2-chloro-5-methylpyrimidine-4-carboxylate